[2,3-difluoro-4-[5-(2-pyridinyl)-1-(2-trimethylsilylethoxymethyl) pyrazol-4-yl] phenyl] trifluoromethanesulfonate FC(S(=O)(=O)OC1=C(C(=C(C=C1)C=1C=NN(C1C1=NC=CC=C1)COCC[Si](C)(C)C)F)F)(F)F